diethyl 3-methyl-2-isopropyl-2-cyano-succinate CC(C(C(=O)OCC)(C#N)C(C)C)C(=O)OCC